FC1(CC(N(C1)C(=O)OC(C)(C)C)CNS(=O)(=O)C1=CC=C(C=C1)OC(F)(F)F)F tert-butyl 4,4-difluoro-2-(((4-(trifluoromethoxy)phenyl)sulfonamido) methyl)pyrrolidine-1-carboxylate